C1CCC2=C(C=3CCCC3C=C12)NC(=O)N=S(=O)(N)C=1C=NN2C1OC(C2)CO N'-((1,2,3,5,6,7-hexahydro-s-indacen-4-yl)carbamoyl)-2-(hydroxymethyl)-2,3-dihydropyrazolo[5,1-b]oxazole-7-sulfonimidamide